CC1CC=CCS(=O)(=O)O1 5-methyl-2-pentene-1,5-sultone